(R)-(1-((2,5-dibromophenyl)amino)-1-oxo-propane-2-yl)carbamic acid tert-butyl ester C(C)(C)(C)OC(N[C@@H](C(=O)NC1=C(C=CC(=C1)Br)Br)C)=O